F[C@@H]1C[C@@]2(CCCN2C1)COC1=NC2=C(C(=CC=C2C(=N1)N1CCOCC(C1)OC)C1=CC(=CC2=CC=C(C(=C12)C#C)F)O)F 4-(2-{[(2R,7aS)-2-fluoro-hexahydro-1H-pyrrolizin-7a-yl]methoxy}-8-fluoro-4-(6-methoxy-1,4-oxazepan-4-yl)quinazolin-7-yl)-5-ethynyl-6-fluoronaphthalen-2-ol